(S)-3-butyne-2-amine C[C@@H](C#C)N